CC1(COC1)C(=O)C=1N=C2N(N1)[C@@H](C[C@@H]2F)C2=CC=CC=C2 (3-methyl-oxetan-3-yl)-[(5s,7s)-7-fluoro-5-phenyl-6,7-dihydro-5H-pyrrolo[1,2-b][1,2,4]triazol-2-yl]methanone